N12C[C@@H](C(CC1)CC2)O |r| (R) and (S)-3-quinuclidinol